OC[C@@H]1[C@H]([C@@H]([C@H](C(O1)O)O)O)O (3R,4S,5S,6R)-6-(hydroxymethyl)oxane-2,3,4,5-tetrol